CC1(N(CCC1)CCCN(C(=O)[C@H]1N(CCC1)C1=NC(=CC(=C1)C(F)(F)F)C)C=1C=C(C=CC1)C)C (S)-N-(3-(2,2-dimethylpyrrolidin-1-yl)propyl)-1-(6-methyl-4-(trifluoromethyl)pyridin-2-yl)-N-(m-tolyl)pyrrolidine-2-carboxamide